2-(3,5-dichloro-4-((1-chloropyrido[3,4-d]pyridazin-4-yl)oxy)phenyl)-3,5-dioxo-2,3,4,5-tetrahydro-1,2,4-triazine-6-carbonitrile ClC=1C=C(C=C(C1OC=1N=NC(=C2C1C=NC=C2)Cl)Cl)N2N=C(C(NC2=O)=O)C#N